1-benzyl 4-(tert-butyl) (2S,5S)-2-(((2,6-dimethylpyridin-4-yl)oxy)methyl)-5-methylpiperazine-1,4-dicarboxylate CC1=NC(=CC(=C1)OC[C@H]1N(C[C@@H](N(C1)C(=O)OC(C)(C)C)C)C(=O)OCC1=CC=CC=C1)C